1-fluoro-N-(3-methyl-4-(trifluoromethyl)phenyl)-6,7,8,9-tetrahydro-5H-5,8-epiminocyclohepta[c]pyridine-10-carboxamide FC1=NC=CC2=C1CC1CCC2N1C(=O)NC1=CC(=C(C=C1)C(F)(F)F)C